copper disulphide [Cu](=S)=S